7-(6-methoxy-2,7-dimethylindazol-5-yl)-3-(piperidin-4-yl)pyrido[2,3-d]pyrimidin-4-one COC=1C(=CC2=CN(N=C2C1C)C)C=1C=CC2=C(N=CN(C2=O)C2CCNCC2)N1